FC(C=1C=C(C=NC1C(F)(F)F)C1=CC(=C2C(=N1)N=C(N2)C=2N=CC(=NC2)N2CCN(CC2)CCC(=O)OCC)N(C)CC2(CCCC2)COC)(F)F Ethyl 3-[4-(5-{5-[5,6-bis(trifluoromethyl)pyridin-3-yl]-7-[{[1-(methoxymethyl)cyclopentyl]methyl}(methyl)amino]-1H-imidazo[4,5-b]pyridin-2-yl}pyrazin-2-yl)piperazin-1-yl]propanoate